deca-8-yl methacrylate C(C(=C)C)(=O)OC(CCCCCCC)CC